2-(3-((2-Ethyl-4-oxo-5,6,7,8-tetrahydroquinazolin-3(4H)yl)methyl)isoxazol-5-yl)-4-methoxybenzonitrile C(C)C1=NC=2CCCCC2C(N1CC1=NOC(=C1)C1=C(C#N)C=CC(=C1)OC)=O